OC1O[C@@H]([C@H]([C@@H]([C@H]1NS(=O)(=O)C=C)O)O)CO N-((3R,4R,5S,6R)-2,4,5-trihydroxy-6-(hydroxymethyl)tetrahydro-2H-pyran-3-yl)ethenesulfonamide